N=[SH3]C (imino)(methyl)-λ6-sulfane